N-(5-((5-(hydroxymethyl)pyridin-2-yl)methoxy)-1,3,4-thiadiazol-2-yl)-4-(2-methoxyphenyl)-6-methylpyridine-3-carboxamide OCC=1C=CC(=NC1)COC1=NN=C(S1)NC(=O)C=1C=NC(=CC1C1=C(C=CC=C1)OC)C